(7-(difluoromethoxy)-1-(prop-2-yn-1-yl)-1H-indazol-3-yl)-3,4-difluorobenzamide FC(OC=1C=CC=C2C(=NN(C12)CC#C)C1=C(C(=O)N)C=CC(=C1F)F)F